NC=1C=C(C(=C(C(=O)OC)C1)Br)C#N methyl 5-amino-2-bromo-3-cyano-benzoate